ethyl-acrylic acid acrylate C(C=C)(=O)O.C(C)C(C(=O)O)=C